C(C)(C)(C)OC(=O)NCC1=CC(=C(C=C1)NC(=O)C1=CC2=C(OCCC3=C2SC=C3)C=C1C=1C(=NC(=CC1)C(NC1CCCCCC1)=O)C(=O)OC)C methyl 3-(9-((4-(((tert-butoxycarbonyl)amino)methyl)-2-methylphenyl)carbamoyl)-4,5-dihydrobenzo[b]thieno[2,3-d]oxepin-8-yl)-6-(cycloheptylcarbamoyl)picolinate